C(C)(C)C1=C(NC2=CC=C(C=C12)C1CCN(CC1)CC(CNC)=O)C1=CC(=NC=C1)C 1-(4-(3-isopropyl-2-(2-methylpyridin-4-yl)-1H-indol-5-yl)piperidin-1-yl)-3-(methylamino)propan-2-one